N-(2'-Chloro-2-cyanobiphenyl-3-yl)-4,5,6,7-tetrahydro[1,3]thiazolo[5,4-c]pyridin-2-carboxamid ClC1=C(C=CC=C1)C1=C(C(=CC=C1)NC(=O)C=1SC=2CNCCC2N1)C#N